N-(5-(1-acryloyl-4,4-difluoropiperidine-3-carboxamido)pyridin-2-yl)-6-(1H-pyrazol-5-yl)picolinamide C(C=C)(=O)N1CC(C(CC1)(F)F)C(=O)NC=1C=CC(=NC1)NC(C1=NC(=CC=C1)C1=CC=NN1)=O